CC1=NC(=CC(=C1)C1=CC=CC=C1)\C=C\C1=CC=CC=C1 (E)-2-methyl-4-phenyl-6-styrylpyridine